NC1=C2C(=NC=N1)N(N=C2C2=CC=C(C=C2)CNC(C2=C(C=CC(=C2)F)OC)=O)[C@@H]2C[C@@H](CC2)N(C(=O)N2N=CN=C2)C N-((1R,3S)-3-(4-amino-3-(4-((5-fluoro-2-methoxybenzamido)methyl)phenyl)-1H-pyrazolo[3,4-d]pyrimidin-1-yl)cyclopentyl)-N-methyl-1H-1,2,4-triazole-1-carboxamide